4-(4-(4-(1-ethylpiperidin-4-yl)piperazin-1-yl)piperidin-1-yl)-3-((4-(octadecyloxy)phenyl)sulfonyl)-6-(trifluoromethoxy)quinoline C(C)N1CCC(CC1)N1CCN(CC1)C1CCN(CC1)C1=C(C=NC2=CC=C(C=C12)OC(F)(F)F)S(=O)(=O)C1=CC=C(C=C1)OCCCCCCCCCCCCCCCCCC